C(CCCCCCCCCCCCCCCCC)C(CCCCCCCCCCCCCCCCCCCC(=O)O)(C(=O)O)CCCCCCCCCCCCCCCCCC distearyl-1,20-eicosylenedicarboxylic acid